2-([1,1'-biphenyl]-4-ylthio)ethylacrylic acid C1(=CC=C(C=C1)SCCC(C(=O)O)=C)C1=CC=CC=C1